benzyl 2,3-epoxypropionate C(C1CO1)(=O)OCC1=CC=CC=C1